CC(C(=NO)C)=NO.CC(C(=NO)C)=NO.[Pt] platinum bis(dimethylglyoxime)